COC1C2C=CC(C1OC)C2 5,6-dimethoxy-bicyclo[2.2.1]-2-heptene